mercaptourea SNC(=O)N